[N+](=O)([O-])C=1C(=NC=CC1)N1C(NCC1)=O 1-(3-nitropyridin-2-yl)imidazolidin-2-one